CN1N=CC(=C1)C1=CC=2N(C(=C1)C1=CC=C(CNC(OC(C)(C)C)=O)C=C1)C=NN2 tert-butyl (4-(7-(1-methyl-1H-pyrazol-4-yl)-[1,2,4]triazolo[4,3-a]pyridin-5-yl)benzyl)carbamate